C1(=CC=CC=C1)CC(=O)NC1CC(C1)N1C2=NC=NC(=C2N=C1)NC1=CC=C(C=C1)N1CCN(CC1)C1CC2(C1)CCN(CC2)C(=O)OC(C)(C)C tert-butyl 2-(4-(4-((9-((1s,3s)-3-(2-phenylacetamido)cyclobutyl)-9H-purin-6-yl)amino)phenyl)piperazin-1-yl)-7-azaspiro[3.5]nonane-7-carboxylate